FC1=CC2=C(NC(=N2)N2N=CC=C2)C=C1F 1-(5,6-Difluoro-1H-benzoimidazol-2-yl)-1H-pyrazole